FC([C@H](CN1C(NN=C1)=O)O)(F)F 4-[(2S)-3,3,3-trifluoro-2-hydroxypropyl]-2,4-dihydro-3H-1,2,4-triazol-3-one